(3R,4R)-4-((7-(5-(difluoromethyl)pyridin-2-yl)pyrrolo[2,1-f][1,2,4]triazin-2-yl)amino)-1-(methylsulfonyl)piperidin-3-ol FC(C=1C=CC(=NC1)C1=CC=C2C=NC(=NN21)N[C@H]2[C@@H](CN(CC2)S(=O)(=O)C)O)F